CCCCCCCCCCCCCCCCCCCCCC(=O)N[C@@H](CO)[C@@H](/C=C/CCCCCCCCC(C)CC)O The molecule is a ceramide obtained by formal condensation of the carboxy group of docosanoic acid with the amino group of 14-methylhexadecasphingosine. It is a metabolite of the nematode Caenorhabditis elegans. It has a role as a Caenorhabditis elegans metabolite. It derives from a 14-methylhexadecasphingosine and a docosanoic acid.